methyl-4-(4-(5-((4-((4-(acetamidomethyl) piperidin-1-yl)methyl)-6-(3,5-dichlorophenyl) pyridin-2-yl)oxy) pyrimidin-2-yl)piperazin-1-yl)-2-methylbutanoate COC(C(CCN1CCN(CC1)C1=NC=C(C=N1)OC1=NC(=CC(=C1)CN1CCC(CC1)CNC(C)=O)C1=CC(=CC(=C1)Cl)Cl)C)=O